C(#N)C1=C(OC=2C=C3C(N(C=NC3=CC2)C2CC3(C2)CCN(CC3)C(=O)OC(C)(C)C)=O)C(=CC=C1NS(=O)(=O)N1C[C@H](CC1)OC)F tertbutyl 2-[6-[2-cyano-6-fluoro-3-[[(3s)-3-methoxypyrrolidin-1-yl]sulfonylamino]phenoxy]-4-oxo-quinazolin-3-yl]-7-azaspiro[3.5]nonane-7-carboxylate